5-amino-1,3-dihydrospiro[indene-2,4'-piperidine]-1'-carboxylic acid tert-butyl ester C(C)(C)(C)OC(=O)N1CCC2(CC1)CC1=CC=C(C=C1C2)N